1-(2-cyclopropylphenyl)-1,9-diazaspiro[5.5]undecane C1(CC1)C1=C(C=CC=C1)N1CCCCC12CCNCC2